N-[3-hydroxy-4-methoxyphenyl]-2-isopropyl-5,5-dimethylcyclohexylcarboxamide OC=1C=C(C=CC1OC)NC(=O)C1C(CCC(C1)(C)C)C(C)C